2-(4-morpholinophenylamino)-4-(phenylamino)pyrimidine-5-carboxamide O1CCN(CC1)C1=CC=C(C=C1)NC1=NC=C(C(=N1)NC1=CC=CC=C1)C(=O)N